(1S,2R)-N-[5-[5-[2-(difluoromethyl)morpholin-4-yl]-1,3-benzoxazol-2-yl]-8-(methylamino)-2,7-naphthyridin-3-yl]-2-methyl-cyclopropanecarboxamide FC(C1CN(CCO1)C=1C=CC2=C(N=C(O2)C2=C3C=C(N=CC3=C(N=C2)NC)NC(=O)[C@@H]2[C@@H](C2)C)C1)F